ClC=1SC2=C(N1)C(=CC(=C2)OC)C(O)C2CCOCC2 (2-chloro-6-methoxybenzo[d]thiazol-4-yl)(tetrahydro-2H-pyran-4-yl)methanol